4-(4-fluorophenyl)-5-iodo-1-isopropyl-1H-imidazole FC1=CC=C(C=C1)C=1N=CN(C1I)C(C)C